C(C)(C)(C)N1CC(C1)(C)OC1=CC(=NC=C1)C#N tert-butyl-3-((2-cyanopyridin-4-yl)oxy)-3-methylazetidine